N-(2-carbamoyl-4-chloro-6-methyl-phenyl)-5-(chloromethyl)-2-(3-chloro-2-pyridyl)pyrazole-3-carboxamide C(N)(=O)C1=C(C(=CC(=C1)Cl)C)NC(=O)C=1N(N=C(C1)CCl)C1=NC=CC=C1Cl